C(#N)C1=CC=C(C=N1)N1C=CC=2C1=NC=C(C2)C(=O)OCC Ethyl 1-(6-cyanopyridin-3-yl)-1H-pyrrolo[2,3-b]pyridine-5-carboxylate